OC1=CC=C(C=C1)C(C1=CC=CC=C1)(C1=CC=C(C=C1)O)C1=CC=C(C=C1)O tris(4-hydroxyphenyl)-phenylmethane